potassium p-aminobenzoate (p-aminobenzoate) NC1=CC=C(C(=O)[O-])C=C1.NC1=CC=C(C(=O)O)C=C1.[K+]